N[C@@H](CCC(=O)N[C@@H](CCCCN)C(=O)O)C(=O)O N-e-(γ-glutamyl)-L-lysine